CN1C(N(C2=C3C(=NC=C21)NC(=C3C=3C=C2C=NN(C2=CC3)C)C=3C=NN(C3)C)C3CC(C3)CC#N)=O ((1S,3S)-3-(3-methyl-8-(1-methyl-1H-indazol-5-yl)-7-(1-methyl-1H-pyrazol-4-yl)-2-oxo-3,6-dihydroimidazo[4,5-d]pyrrolo[2,3-b]pyridin-1(2H)-yl)cyclobutyl)acetonitrile